(S)-3-amino-3-(4-(7,7-difluoro-2-((2S,3R)-3-hydroxy-2-methylazetidin-1-yl)-6,7-dihydro-5H-cyclopenta[d]pyrimidin-4-yl)phenyl)propanenitrile N[C@@H](CC#N)C1=CC=C(C=C1)C=1C2=C(N=C(N1)N1[C@H]([C@@H](C1)O)C)C(CC2)(F)F